C(C)NC(CCOC1=C(C=CC(=C1)C=O)OC)=O N-ETHYL-3-(5-FORMYL-2-METHOXYPHENOXY)PROPANAMIDE